N,N-bis(2-phenyl-1-hydroxyl-ethyl)hydroxylamine C1(=CC=CC=C1)CC(O)N(O)C(CC1=CC=CC=C1)O